2'-chloro-N-(5-(1,4-dimethyl-1H-pyrazole-5-carbonyl)-5,6-dihydro-4H-pyrrolo[3,4-d]thiazol-2-yl)-5'-methoxy-6-methyl-[4,4'-bipyridine]-3-carboxamide ClC1=NC=C(C(=C1)C1=C(C=NC(=C1)C)C(=O)NC=1SC2=C(N1)CN(C2)C(=O)C2=C(C=NN2C)C)OC